N,N-diaminopropyl-pentylamine NN(N)C(CCCC)CCC